r-4-methylstyrene CC1=CC=C(C=C)C=C1